C(CCCOC1=C(C=C(C=C1OC)CC=1C(=NC(=NC1)N)N)OC)OC1=C(C=C(C=C1OC)CC=1C(=NC(=NC1)N)N)OC 5,5'-(((butane-1,4-diylbis(oxy))bis(3,5-dimethoxy-4,1-phenylene))bis(methylene))bis(pyrimidine-2,4-diamine)